O1C(COC2=C1C=CC=C2)C2=CC=C(CN(C)CCOC)C=C2 N-[4-(2,3-dihydro-1,4-benzodioxin-2-yl)benzyl]-2-methoxy-N-methylethylamine